3-cyclopropyl-1-((3,3-difluoro-1-methylcyclopentyl)methyl)-4-(trifluoromethyl)-1H-pyrazole-5-carboxylic acid C1(CC1)C1=NN(C(=C1C(F)(F)F)C(=O)O)CC1(CC(CC1)(F)F)C